C(C)(C)(C)OC(=O)NCC(C(=O)OCCCCCCCC\C=C/C\C=C/CCCCC)(CCCCCCCC\C=C/C\C=C/CCCCC)CCCCCCCC\C=C/C\C=C/CCCCC (11Z,14Z)-(9Z,12Z)-octadeca-9,12-dien-1-yl 2-(((tert-butoxycarbonyl)amino)methyl)-2-((9Z,12Z)-octadeca-9,12-dien-1-yl)icosa-11,14-dienoate